(S)-3-Bromo-2-chloro-6-(1-methoxypropan-2-yl)-6,7-dihydro-5H-pyrrolo[3,4-b]pyridin-5-one BrC=1C=C2C(=NC1Cl)CN(C2=O)[C@H](COC)C